F[P-](F)(F)(F)(F)F.N(=[N+]=[N-])C=1N(CC[N+]1C)C 2-azido-4,5-dihydro-1,3-dimethyl-1H-imidazolium hexafluorophosphate